C(CC)C=1NC2=C(N1)C=C(C=C2C)C2=NC1=C(N2C)C=CC=C1 2-n-propyl-4-methyl-6-(1-methyl-benzoimidazol-2-yl)-benzoimidazole